C(C)OC(C(C(CC)C)NC(=O)OCCl)=O 2-((chloromethoxy)carbonylamino)-3-methylpentanoic acid ethyl ester